C1(=CC=CC=C1)C=1C(=C(C([B-](CC2=CC=CC=C2)(CC2=CC=CC=C2)CC2=CC=CC=C2)(C2=CC=CC=C2)C2=CC=CC=C2)C=CC1)C1=CC=CC=C1.C(CCC)[N+](CCCC)(CCCC)CCCC tetrabutylammonium tetraphenyltetrabenzylborate